tert-octane C(C)(C)CC(C)(C)C